4'-Cyclopropyl-5,6'-dimethoxy-N-(3-methoxy-4-(1-methyl-4-(trifluoromethyl)-1H-imidazol-2-yl)benzyl)-[2,5'-bipyrimidin]-4-amine C1(CC1)C1=NC=NC(=C1C1=NC=C(C(=N1)NCC1=CC(=C(C=C1)C=1N(C=C(N1)C(F)(F)F)C)OC)OC)OC